(2R,3R,4S)-2-[2-chloro-6-(indan-2-ylamino)purin-9-yl]tetrahydrothiophene-3,4-diol ClC1=NC(=C2N=CN(C2=N1)[C@@H]1SC[C@H]([C@H]1O)O)NC1CC2=CC=CC=C2C1